C(C)(=O)NC1=C(C=C(C(=O)OC)C=C1)C=O methyl 4-acetamido-3-formylbenzoate